(1S,3R,4S)-N-((R)-1-cyano-2-((R)-2-oxopyrrolidin-3-yl)ethyl)-5,5-difluoro-2-((2,2,2-trifluoroacetyl)-L-leucyl)-2-azabicyclo[2.2.2]octane-3-carboxamide C(#N)[C@@H](C[C@@H]1C(NCC1)=O)NC(=O)[C@@H]1N([C@@H]2CC([C@H]1CC2)(F)F)C([C@@H](NC(C(F)(F)F)=O)CC(C)C)=O